N,N-dimethylanilinium pentafluorophenoxytris(pentafluorophenyl)borate FC1=C(C(=C(C(=C1O[B-](C1=C(C(=C(C(=C1F)F)F)F)F)(C1=C(C(=C(C(=C1F)F)F)F)F)C1=C(C(=C(C(=C1F)F)F)F)F)F)F)F)F.C[NH+](C1=CC=CC=C1)C